ClC=1C=C(C=CC1Cl)C=1C(=NC=C(C(=O)N[C@H]2[C@@H](CCCC2)O)C1)OCC(F)(F)F 5-(3,4-dichloro-phenyl)-N-((1R,2R)-2-hydroxycyclohexyl)-6-(2,2,2-trifluoro-ethoxy)-nicotinamide